[Cl-].[Cl-].C1(C=CC2=CC=CC=C12)[Ti+2](C1C=CC2=CC=CC=C12)C1C=CC2=CC=CC=C12 tris(indenyl)titanium dichloride